3-(4-fluorophenyl)acrylic acid ethyl ester C(C)OC(C=CC1=CC=C(C=C1)F)=O